C(C1=CC=CC=C1)OC=1C(=NN(C1)CCCOC)C (benzyloxy)-1-(3-methoxypropyl)-3-methyl-1H-pyrazole